N-(2,6-dioxopiperidin-3-yl)-1H-indole-3-carboxamide O=C1NC(CCC1NC(=O)C1=CNC2=CC=CC=C12)=O